N1[C@@H](CC1)C(OC=1C=CC(=C(C(=O)NC2(CC2)C2=C3C=CC=NC3=CC(=C2)OC)C1)C)([2H])[2H] (s)-5-(Azetidin-2-ylmethoxy-d2)-N-(1-(7-methoxyquinolin-5-yl)cyclopropyl)-2-methylbenzamide